O=C1OCC2=CC(=CC=C12)O[C@H]1CN(CC1)C(=O)OC(C)(C)C Tert-butyl (R)-3-((1-oxo-1,3-dihydroisobenzofuran-5-yl)oxy)pyrrolidine-1-carboxylate